3-(piperazin-1-yl)benzonitrile hydrochloride Cl.N1(CCNCC1)C=1C=C(C#N)C=CC1